[C@@H]12N(C[C@@H](NC1)C2)C=2C=1N(C=CN2)C(=NC1)N1C[C@@H](C[C@H](C1)F)NC1=NC=C(C=N1)C(F)(F)F N-((3R,5R)-1-(8-((1S,4S)-2,5-diazabicyclo[2.2.1]heptan-2-yl)imidazo[1,5-a]pyrazin-3-yl)-5-fluoropiperidin-3-yl)-5-(trifluoromethyl)pyrimidin-2-amine